COP(=O)(OC)CP(OC[C@H]1O[C@H]([C@@H]([C@@H]1O)O)C1=CN=C2C(=NC(=NN21)Cl)NC2CCCC2)(OC)=O ((2R,3S,4R,5S)-5-(2-chloro-4-(cyclopentylamino)imidazo[2,1-f][1,2,4]triazin-7-yl)-3,4-dihydroxytetrahydrofuran-2-yl)methyl methyl ((dimethoxyphosphoryl)methyl)phosphonate